ethyl (E)-3-(3-(((3-cyclopropoxyphenyl)amino)methyl)phenyl)acrylate C1(CC1)OC=1C=C(C=CC1)NCC=1C=C(C=CC1)/C=C/C(=O)OCC